COCCNC(=O)CNC(=O)C1=CC=CC(=N1)C1=CC=C2C=CC=C(C2=C1)NC(C=C)=O N-{7-[6-({[(2-methoxyethyl)carbamoyl]methyl}carbamoyl)pyridin-2-yl]naphthalen-1-yl}prop-2-enamide